C1(CC1)C#C[C@]1(C2=C(NC(O1)=O)C=C(C(=C2)F)CN2C=NC(=CC2=O)COC)C(F)(F)F (S)-4-(cyclopropylethynyl)-6-fluoro-7-((4-(methoxymethyl)-6-oxopyrimidin-1(6H)-yl)methyl)-4-(trifluoromethyl)-1,4-dihydro-2H-benzo[d][1,3]oxazin-2-one